6-(3-(2-(1-(3,4-difluorophenyl)cyclopropoxy)acetyl)-3,8-diazabicyclo[3.2.1]octan-8-yl)pyridazine-3-carbonitrile FC=1C=C(C=CC1F)C1(CC1)OCC(=O)N1CC2CCC(C1)N2C2=CC=C(N=N2)C#N